C(C)(C)(C)OC(=O)N[C@H](CCC([2H])([2H])OC1=NC=CC(=C1)N(C(OC(C)(C)C)=O)C1=CC(=NN1C(C)(C)C)[C@@H]1C[C@@H](CC1)OC(=O)OC1=CC=C(C=C1)[N+](=O)[O-])C tert-butyl (2-(((S)-4-((tert-butoxycarbonyl)amino)pentyl-1,1-d2)oxy)pyridin-4-yl)(1-(tert-butyl)-3-((1S,3R)-3-(((4-nitrophenoxy)carbonyl)oxy)cyclopentyl)-1H-pyrazol-5-yl)carbamate